Imidazo[4,5-c]cinnolin-2-one N=1C(N=C2N=NC=3C=CC=CC3C21)=O